N12CCC(C(CC1)CC2)OC(NC(C)(C)C2=CC=C(C=C2)OC2=CC=C(C=C2)C(NC)=O)=O 2-(4-(4-(methylcarbamoyl)phenoxy)phenyl)propan-2-ylcarbamic acid 1-aza-bicyclo[3.2.2]non-4-yl ester